NC1=NNC(C2=C1N(N=C2[C@@H]2CN(CCC2)C(C#CC)=O)C2=CC=C(C=C2)OC2=CC=CC=C2)=O (S)-7-amino-3-(1-(but-2-ynoyl)piperidin-3-yl)-1-(4-phenoxyphenyl)-1,5-dihydro-4H-pyrazolo[3,4-d]pyridazin-4-one